ClC1=CC=C2C(=CNC2=C1F)\C=C\1/NC(N(C1=O)C(C=O)C1=CC=C(C=C1)Cl)=O (Z)-2-(4-((6-chloro-7-fluoro-1H-indol-3-yl)methylene)-2,5-dioxoimidazolidin-1-yl)-2-(4-chlorophenyl)acetaldehyde